chloro-tetradecane ClCCCCCCCCCCCCCC